5-methyl-4-((5-methyl-1H-pyrazol-3-yl)amino)-6-(pyrrolidin-1-yl)pyrimidin CC=1C(=NC=NC1N1CCCC1)NC1=NNC(=C1)C